(4-vinylphenyl)(methyl)silandiol C(=C)C1=CC=C(C=C1)[Si](O)(O)C